FC(S(=O)(=O)O[C@@H]1C([C@](CCC1)(C1=C(C=CC=C1)Cl)NC(=O)OC(C)(C)C)=O)(F)F (1S,3S)-3-((tert-butoxycarbonyl) amino)-3-(2-chlorophenyl)-2-oxocyclohexyl trifluoromethanesulfonate